5-chloro-6-iodopyridine-2,3-diamine ClC=1C=C(C(=NC1I)N)N